OC[C@H](C1=CC=CC=C1)NC1=NC(=NC=C1C(=O)N)NC1=CC(=C(C=C1)S(=O)(=O)C)C 4-{[(1S)-2-hydroxy-1-phenylethyl]amino}-2-{[3-methyl-4-(methylsulfonyl)phenyl]amino}pyrimidine-5-carboxamide